(S)-(4-(6-chloro-1H-benzo[d]imidazol-2-yl)-6,7-dihydro-1H-imidazo[4,5-c]pyridin-5(4H)-yl)(pyrazolo[1,5-a]pyridin-3-yl)methanone ClC=1C=CC2=C(NC(=N2)[C@H]2N(CCC3=C2N=CN3)C(=O)C=3C=NN2C3C=CC=C2)C1